4-((3-chloro-4-((3-fluorobenzyl) oxy) phenyl) amino)-6-nitroquinazolin-7-yl trifluoromethanesulfonate FC(S(=O)(=O)OC1=C(C=C2C(=NC=NC2=C1)NC1=CC(=C(C=C1)OCC1=CC(=CC=C1)F)Cl)[N+](=O)[O-])(F)F